2,11-bis(isobutyl)-14-[(7-isoquinolyl)methyl]-10,19-dimethyl-17-methyl-1,4,7,10,13,16,19-heptaazabicyclo[18.3.1]tetracosane-3,6,9,12,15,18,24-heptone C(C(C)C)C1N2CCCC(N(C(C(NC(C(NC(C(N(C(CNC(CNC1=O)=O)=O)C)CC(C)C)=O)CC1=CC=C3C=CN=CC3=C1)=O)C)=O)C)C2=O